ClC=1C(N(C(=CC1OCC1=NC=C(C=C1F)F)C)C1=C(C(=NC=C1)C1=NC(=NC=C1)C(C(=O)NC)(C)C)C)=O rel-2-(4-(3-chloro-4-((3,5-difluoropyridin-2-yl)methoxy)-3',6-dimethyl-2-oxo-2H-[1,4'-bipyridin]-2'-yl)pyrimidin-2-yl)-N,2-dimethylpropanamide